BrC=1C=2N(C(=C(C1)F)C(C)(C)O)N=CN2 2-(8-Bromo-6-fluoro-[1,2,4]triazolo[1,5-a]pyridin-5-yl)propan-2-ol